C(CCCCCC)OC(C=CCCCCCCCC)=O.C1(CC1)[C@H](C)N1C(C2=C(C=C(C=C2C1)C1=CN(C=2N=C(N=C(C21)OC)NC(CC)=O)COCC[Si](C)(C)C)OC(F)F)=O (S)-N-(5-(2-(1-cyclopropylethyl)-7-(difluoromethoxy)-1-oxoisoindolin-5-yl)-4-methoxy-7-((2-(trimethylsilyl)ethoxy)methyl)-7H-pyrrolo[2,3-d]pyrimidin-2-yl)propanamide heptyl-undecenoate